N-{1-[2-(3-cyclopropyl-1-methyl-1H-pyrazol-5-yl)quinolin-4-yl]ethyl}-2-methylbenzamide C1(CC1)C1=NN(C(=C1)C1=NC2=CC=CC=C2C(=C1)C(C)NC(C1=C(C=CC=C1)C)=O)C